CN(C(CCCCCC)N)C N,N-dimethylheptanediamine